COC=1C=C(\C=C/2\C(N(C(C2)=O)C(CCCCCC[NH-])O)=O)C=CC1 (E)-7-(3-(3-methoxybenzylidene)-2,5-diketopyrrolidinyl)-N-hydroxyheptylamide